ClC=1C=C2C=3C=CC(=CC3NC2=CC1)C(C(=O)NCCF)C 2-(6-chloro-9H-carbazol-2-yl)-N-(2-fluoroethyl)propanamide